C(C)(C)(C)OC(=O)N1[C@H]2CC(C[C@@H]1CC2)NC2=C1C=CC=NC1=CC(=N2)Cl (1R,3S,5S)-3-((7-chloro-1,6-naphthyridin-5-yl)amino)-8-azabicyclo[3.2.1]Octane-8-carboxylic acid tert-butyl ester